4-amino-N-(cyclopropylmethyl)-7-fluoro-N-((6-(trifluoromethyl)-3-pyridazinyl)methyl)-1,3-dihydrofuro[3,4-c]quinoline-8-carboxamide NC1=NC=2C=C(C(=CC2C2=C1COC2)C(=O)N(CC=2N=NC(=CC2)C(F)(F)F)CC2CC2)F